N-(2-((4S,5S)-1-methyl-7-oxa-1-azaspiro[4.4]nonan-4-yl)thieno[2,3-b]pyridin-4-yl)benzo[d]thiazol-5-amine CN1CC[C@@H]([C@@]12COCC2)C2=CC=1C(=NC=CC1NC=1C=CC3=C(N=CS3)C1)S2